FC(C1=C(C=C2CCCN(C2=C1)C=1C=CC=2N(N1)C(=CN2)C(=O)NC)C=2C=NN(C2)C)F 6-(7-(difluoromethyl)-6-(1-methyl-1H-pyrazol-4-yl)-3,4-dihydroquinolin-1(2H)-yl)-N-methylimidazo[1,2-b]pyridazine-3-carboxamide